OC1=C(C=CC=C1)C=1SC=CC1 2-(2'-hydroxyphenyl)thiophene